3-tert-butyl-N-[(1R)-6-{2-[3,5-dimethyl-1-(propan-2-yl)-1H-pyrazol-4-yl]-1H-imidazo[4,5-b]pyridin-7-yl}-1,2,3,4-tetrahydronaphthalen-1-yl]-1,2,4-oxadiazole-5-carboxamide C(C)(C)(C)C1=NOC(=N1)C(=O)N[C@@H]1CCCC2=CC(=CC=C12)C1=C2C(=NC=C1)N=C(N2)C=2C(=NN(C2C)C(C)C)C